FC1=C(C=C(C=C1)S(=O)(=O)N(C)CC1=CC=C(C=C1)OC)C=1N=C2O[C@@H](CN2C1)C (R)-4-fluoro-N-(4-methoxybenzyl)-N-methyl-3-(2-methyl-2,3-dihydroimidazo[2,1-b]oxazole-6-yl)benzenesulfonamide